chloro-[2,4-difluoro-5-(trifluoromethyl)phenyl]zinc Cl[Zn]C1=C(C=C(C(=C1)C(F)(F)F)F)F